C(C)(=O)C1=C(C=C(C=C1)Cl)C=1C(=NN(C(C1)=O)C(COC1=CC=C(C(=O)O)C=C1)CC1=CC=C(C=C1)N1C(CN(CC1)C(C)C)=O)OC 4-((2-(4-(2-acetyl-5-chlorophenyl)-3-methoxy-6-oxopyridazin-1(6H)-yl)-3-(4-(4-isopropyl-2-oxopiperazin-1-yl)phenyl)propanyl)oxy)benzoic acid